1,2,4-trichloro-3,6-dinitrobenzene ClC1=C(C(=C(C=C1[N+](=O)[O-])Cl)[N+](=O)[O-])Cl